methyl N-[5-[6-[2-cyanoethyl-(4-fluoro-3-methoxy-benzoyl)amino]imidazo[1,2-a]pyridin-3-yl]-2-pyridyl]carbamate C(#N)CCN(C=1C=CC=2N(C1)C(=CN2)C=2C=CC(=NC2)NC(OC)=O)C(C2=CC(=C(C=C2)F)OC)=O